N-((S)-1-acryloyl-pyrrolidine-3-carbonyl)-N-methyl-L-valine C(C=C)(=O)N1C[C@H](CC1)C(=O)N([C@@H](C(C)C)C(=O)O)C